5-(pyrrolidin-2-yl)-3,4-dihydroisoquinoline-2(1H)-carboxylate N1C(CCC1)C1=C2CCN(CC2=CC=C1)C(=O)[O-]